(Z)-1-(3-(2-(1-ethoxyethyl)-5-methylphenyl)-4-oxothiazolidin-2-ylidene)-3-(2-fluoro-4-(1-(4-(trifluoromethoxy)phenyl)-1H-1,2,4-triazol-3-yl)phenyl)urea C(C)OC(C)C1=C(C=C(C=C1)C)N1/C(/SCC1=O)=N/C(=O)NC1=C(C=C(C=C1)C1=NN(C=N1)C1=CC=C(C=C1)OC(F)(F)F)F